CC1=CC=C(CN2C(C3=C(C=4C=CC=NC24)CCN(C3)CC3=CC(=CC=C3)F)=O)C=C1 6-(4-methylbenzyl)-3-(3-fluorobenzyl)-2,3,4,6-tetrahydropyrido[3,4-c][1,8]naphthyridine-5(1H)-one